C1=NC=CC2=C1C[C@@H]1CC[C@H]2N1 (5R,8S)-6,7,8,9-Tetrahydro-5H-5,8-epiminocyclohepta[c]pyridine